N1(C=CC2=CC=CC=C12)NC1=C(C=O)C=CC=C1 2-((1H-indolyl)amino)benzaldehyde